CN1C(N(CCC1)C1=CC=C(CC(C(=O)OCC)(C(=O)OCC)OC[C@H]2OC([C@@H]([C@]2(C#C)OC(C)=O)OC(C)=O)OC(C)=O)C=C1)=O diethyl 2-(4-(3-methyl-2-oxotetrahydropyrimidin-1(2H)-yl)benzyl)-2-(((2R,3R,4R)-3,4,5-triacetoxy-3-ethynyltetrahydrofuran-2-yl)methoxy)malonate